C=1N=CN2C1C1=CC=CC=C1[C@H]2[C@@]2([C@@H](C(CCC2)(C)C)O)C (1R,2R)-2-((S)-5H-Imidazo[5,1-a]isoindol-5-yl)-2,6,6-trimethylcyclohexan-1-ol